6-(2-{5-[(3R,5R)-3-amino-5-fluoropiperidine-1-carbonyl]-7-methoxy-1-methyl-1H-1,3-benzodiazol-2-yl}-1-(cyclopropylmethyl)-1H-pyrrolo[2,3-b]pyridin-6-yl)quinoxalin-2-ol N[C@H]1CN(C[C@@H](C1)F)C(=O)C1=CC2=C(N(C(=N2)C2=CC=3C(=NC(=CC3)C=3C=C4N=CC(=NC4=CC3)O)N2CC2CC2)C)C(=C1)OC